CN(C(OC(C)(C)C)=O)C[C@@H]1CCOC2=C1C=CC=C2C2=C(C=NC=C2)C tert-butyl N-methyl-N-{[(4R)-8-(3-methylpyridin-4-yl)-3,4-dihydro-2H-1-benzopyran-4-yl]methyl}carbamate